4-(((3R,4R)-1-(2-cyanoacetyl)-4-methylpiperidin-3-yl)(methyl)amino)-7H-pyrrolo[2,3-d]pyrimidine-7-carboxylic acid 3-aminocyclobutyl ester hydrochloride Cl.NC1CC(C1)OC(=O)N1C=CC2=C1N=CN=C2N(C)[C@H]2CN(CC[C@H]2C)C(CC#N)=O